2-(3,5-dimethyl-1H-pyrazol-1-yl)-N-(3-pentyl)thieno[2,3-d]pyrimidin-4-amine CC1=NN(C(=C1)C)C=1N=C(C2=C(N1)SC=C2)NC(CC)CC